[Na].C(C)(C)(C)O tert-Butanol sodium salt